[Br-].C(C)[N+](CC(CO)O)(CC(CO)O)CC N,N-diethyl-N,N-di(2,3-dihydroxypropyl)ammonium bromide